ClC=1C=C2C(=NC(=NC2=C(C1C1=CC(=CC2=CC=CC=C12)O)F)OCC1N(CCC1)C)N1CC=2N(CC1)C(=NC2)C=C 4-(6-chloro-8-fluoro-2-((1-methylpyrrolidin-2-yl)methoxy)-4-(3-vinyl-5,6-dihydroimidazo-[1,5-a]pyrazin-7(8H)-yl)quinazolin-7-yl)naphthalen-2-ol